ClC=1C=NC2=C(C(=CC=C2C1)Cl)C=1C=CC(=NC1CC)N 5-(3,7-dichloroquinolin-8-yl)-6-ethylpyridin-2-amine